C(#N)NC(=O)C=1C=C(C=CC1F)NC(C1=C(C(=CC=C1OC1=C(C=C(C=C1)F)C)C(F)(F)F)F)=O N-(3-(N-cyanocarbamoyl)-4-fluorophenyl)-2-Fluoro-6-(4-fluoro-2-methylphenoxy)-3-(trifluoromethyl)benzamide